3-hydroxy-5-(2-phenylethenyl)phenolate OC=1C=C(C=C(C1)C=CC1=CC=CC=C1)[O-]